diethoxycyclohexyloxytert-butoxysilane C(C)O[Si](OC(C)(C)C)(OC1CCCCC1)OCC